(5-chloro-2,4-difluorophenyl)-1-(6-methyl-4-(trifluoromethyl)pyridin-2-yl)indoline-2-carboxamide ClC=1C(=CC(=C(C1)C1(N(C2=CC=CC=C2C1)C1=NC(=CC(=C1)C(F)(F)F)C)C(=O)N)F)F